(R)-1-(2,5-difluoropyridin-3-yl)ethyl (4-(5-(2-cyclopropyloxazole-5-carboxamido) methylpyridin-2-yl)-1-methyl-1H-1,2,3-triazol-5-yl)carbamate C1(CC1)C=1OC(=CN1)C(=O)NCC=1C=CC(=NC1)C=1N=NN(C1NC(O[C@H](C)C=1C(=NC=C(C1)F)F)=O)C